O=C(C(=O)OCC([C@H](C[C@H]1C(NCC1)=O)NC([C@@H](NC(=O)C=1NC2=C(C=CC=C2C1)Cl)CC1CC1)=O)=O)C1=CC=CC=C1 (3S)-3-{[N-(7-chloro-1H-indole-2-carbonyl)-3-cyclopropyl-L-alanyl]amino}-2-oxo-4-[(3S)-2-oxopyrrolidin-3-yl]butyl oxo(phenyl)acetate